C(C)(C)C1=CC=C(C=C1)\C=C(/CCC=O)\C (Z)-5-(4-isopropylphenyl)-4-methylpent-4-enal